C1C2N(CCN1CC1=CC=C(C=C1)NC1=NC=CC(=N1)NC1=NC(=NC=C1)C1=NC(=CC=C1)C)CCC2 N2-[4-(3,4,6,7,8,8a-hexahydro-1H-pyrrolo[1,2-a]pyrazin-2-ylmethyl)phenyl]-N4-[2-(6-methyl-2-pyridyl)pyrimidin-4-yl]pyrimidine-2,4-diamine